5-(3-(6-((4-(6-((2,6-Dioxopiperidin-3-yl)carbamoyl)pyridin-2-yl)but-3-yn-1-yl)carbamoyl)pyridin-3-yl)isoquinolin-8-yl)-7-isopropyl-N-methyl-1H-indole-3-carboxamide O=C1NC(CCC1NC(=O)C1=CC=CC(=N1)C#CCCNC(=O)C1=CC=C(C=N1)C=1N=CC2=C(C=CC=C2C1)C=1C=C2C(=CNC2=C(C1)C(C)C)C(=O)NC)=O